O=C1NN=C(C2=CC=CC=C12)C=1C=C(C=CC1)NC(OCC)=O ethyl (3-(4-oxo-3,4-dihydrophthalazin-1-yl)phenyl)carbamate